ClC=1C(=CC(=NC1C)C(=O)N1CCN(CC1)CC1C(CN(CC1)C(=O)OC(C)(C)C)(F)F)N1C(NC(CC1)=O)=O tert-butyl 4-({4-[5-chloro-4-(2,4-dioxo-1,3-diazinan-1-yl)-6-methylpyridine-2-carbonyl]piperazin-1-yl}methyl)-3,3-difluoropiperidine-1-carboxylate